Lithium (difluoro malonate) borate B([O-])(O)O.FC(C(=O)O)(C(=O)O)F.[Li+]